COCCOC=1C(=C(N)C=CC1)[N+](=O)[O-] 3-(2-methoxyethoxy)-2-nitro-aniline